mesityl-λ3-iodanediyl bis(3-(bis(tert-butoxycarbonyl)amino)bicyclo[1.1.1]pentane-1-carboxylate) C(C)(C)(C)OC(=O)N(C12CC(C1)(C2)C(=O)OI(C2=C(C=C(C=C2C)C)C)OC(=O)C21CC(C2)(C1)N(C(=O)OC(C)(C)C)C(=O)OC(C)(C)C)C(=O)OC(C)(C)C